sodium toluenesulphonate tert-butyl-(3S,5R)-3-[tert-butyl(dimethyl)silyl]oxy-5-(3-chloro-6,7-dihydropyridazino[4,3-b][1,4]oxazin-8-yl)piperidine-1-carboxylate C(C)(C)(C)OC(=O)N1C[C@H](C[C@H](C1)N1C2=C(OCC1)C=C(N=N2)Cl)O[Si](C)(C)C(C)(C)C.C(C2=CC=CC=C2)S(=O)(=O)[O-].[Na+]